ClC=1C(=CC2=C(N(C[C@H](N(S2(=O)=O)C)C2CCCCC2)C=2C=NC=C(C2)F)C1)C=1C=CC(=C(C(=O)O)C1)F (R)-5-(7-chloro-3-cyclohexyl-5-(5-fluoropyridin-3-yl)-2-methyl-1,1-dioxido-2,3,4,5-tetrahydrobenzo[f][1,2,5]thiadiazepin-8-yl)-2-fluorobenzoic acid